COC(=O)C1=CC2=C(SCCN2)C=C1 3,4-dihydro-2H-benzo[b][1,4]Thiazine-6-carboxylic acid methyl ester